C1(=CC=CC=C1)C(C1=CC=CC=C1)=NC=1C(=NC=C(C1)C(F)(F)F)C(=O)OC methyl 3-((diphenylmethylene)amino)-5-(trifluoromethyl)picolinate